(3aR,5s,6aS)-2-((2-methyl-6-(trifluoromethyl)pyridin-3-yl)sulfonyl)-N-((tetrahydro-2H-pyran-4-yl)methyl)octahydrocyclopenta[c]pyrrol-5-amine CC1=NC(=CC=C1S(=O)(=O)N1C[C@@H]2[C@H](C1)CC(C2)NCC2CCOCC2)C(F)(F)F